Aluminum zinc magnesium copper [Cu].[Mg].[Zn].[Al]